di-tert-butyl 9-(5-((3-aminopropyl) sulfonylamino)-1-(tert-butoxy)-1,5-dioxopentan-2-yl)-6-(2-(tert-butoxy)-2-oxoethyl)-3-ethyl-3,6,9,12-tetraazatetradecanedioate NCCCS(=O)(=O)NC(CCC(C(=O)OC(C)(C)C)N(CCN(CCN(CC(=O)OC(C)(C)C)CC)CC(=O)OC(C)(C)C)CCNCC(=O)OC(C)(C)C)=O